C(C)(C)(C)OC(=O)N1CCC(CC1)(CO)C(O)C1=NN(C=C1)CC1=CC=CC=C1 4-((1-benzyl-1H-pyrazol-3-yl)(hydroxy)methyl)-4-(hydroxymethyl)piperidine-1-carboxylic acid tert-butyl ester